4-(2-{6,8-dimethyl-[1,2,4]triazolo[1,5-a]pyrazin-2-yl}thieno[2,3-c]pyrazol-5-yl)piperidine CC=1N=C(C=2N(C1)N=C(N2)N2N=C1C(=C2)C=C(S1)C1CCNCC1)C